7-(2-(1H-tetrazol-5-yl)phenyl)-N-(4-chloro-3-fluorophenyl)-5-phenyl-2,3,4,5-tetrahydrobenzo[b]oxepin-9-amine N1N=NN=C1C1=C(C=CC=C1)C1=CC2=C(OCCCC2C2=CC=CC=C2)C(=C1)NC1=CC(=C(C=C1)Cl)F